CC=CC#CC#CCC(C=CCCCO)O tetradeca-2,10-diene-4,6-diyne-9,14-diol